((1H-indazol-6-yl)thio)aniline N1N=CC2=CC=C(C=C12)SNC1=CC=CC=C1